6,7-dihydro-5-methyl-5H-cyclopentapyrazine CC1CCC=2N=CC=NC21